P(=O)(O)(O)O.C.C.C (trimethane) phosphate